acrylic acid 2-[2-(2-ethoxyethoxy) ethoxy]Ethyl ester C(C)OCCOCCOCCOC(C=C)=O